COC=1C=CC(=C(C1)N1/C(/SCC1=O)=N/C(=O)NOC(C)C1=CC=C(C=C1)C1=NN(C=N1)C1=CC=C(C=C1)OC(F)(F)F)CCC (Z)-1-(3-(5-methoxy-2-propylphenyl)-4-oxothiazolidine-2-ylidene)-3-(1-(4-(1-(4-(trifluoromethoxy)phenyl)-1H-1,2,4-triazol-3-yl)phenyl)ethoxy)urea